Ethyl-(dimethyl)(2-phenylethyl)ammonium C(C)[N+](CCC1=CC=CC=C1)(C)C